[(triethoxysilyl)-propyl]tetrasulfide C(C)O[Si](OCC)(OCC)CCCSSSSCCC[Si](OCC)(OCC)OCC